tert-butyl N-[(1S,2R)-1-[[tert-butyl(diphenyl)silyl]oxymethyl]-2-cyclobutyl-4-hydroxy-butyl]carbamate [Si](C1=CC=CC=C1)(C1=CC=CC=C1)(C(C)(C)C)OC[C@H]([C@H](CCO)C1CCC1)NC(OC(C)(C)C)=O